C(C)(CC)NC(=O)NC1=NC2=C(N1)C=CC(=C2)C2=C(C=CC(=C2)CC2=NNC(C1=CC=CC=C21)=O)F 1-(sec-butyl)-3-(5-(2-fluoro-5-((4-oxo-3,4-dihydrophthalazin-1-yl)methyl)phenyl)-1H-benzimidazol-2-yl)urea